methyl (R)-2-((S)-1-((2S,5S,E)-2-benzyl-5-((tert-butoxycarbonyl) amino)-7-methyloct-3-enoyl) pyrrolidine-2-amido)-3-methylbutanoate C(C1=CC=CC=C1)[C@H](C(=O)N1[C@@H](CCC1)C(=O)N[C@@H](C(=O)OC)C(C)C)\C=C\[C@H](CC(C)C)NC(=O)OC(C)(C)C